BrCC1=CC=C2C=CC3(CCN(CC3)C(=O)OC(C)(C)C)OC2=C1C(=O)OC 1'-tert-butyl 8-methyl 7-(bromomethyl)spiro[chromene-2,4'-piperidine]-1',8-dicarboxylate